C1CC12CCN(CC2)C2=C(C=NC(=C2)S(=O)(=N)C2CC2)C(=O)NC2=NC(=NC(=C2)C)N2CCC(CC2)(F)F 4-(6-Azaspiro[2.5]octan-6-yl)-6-(S-cyclopropylsulfonimidoyl)-N-(2-(4,4-difluoro-1-piperidinyl)-6-methyl-4-pyrimidinyl)-3-pyridincarboxamid